[NH4+].[NH4+].C(CNC([S-])=S)NC([S-])=S ethylenebis-(dithiocarbamate) diammonium